CC1=C(C=C(C(=C1C)OCC)C)O 2,3,5-trimethyl-4-ethoxyphenol